3-acetylamino-4-hydroxybenzoic acid C(C)(=O)NC=1C=C(C(=O)O)C=CC1O